Cl.NC=1C=C(C=C(C1)C(C)N)C(C(C)(O)C)(F)F 1-(3-amino-5-(1-aminoethyl)phenyl)-1,1-difluoro-2-methylpropan-2-ol hydrochloride